N-hexylbis(methoxycarbonylmethyl)amine C(CCCCC)N(CC(=O)OC)CC(=O)OC